C(C=C)C(CO)(CO)CCCC(F)(F)F 2-allyl-2-(3-trifluoromethyl-propyl)-1,3-propanediol